NC1=NC(N(C=C1)C1O[C@@H]([C@H](C1(F)F)O)CO)=O 4-Amino-1-((4R,5R)-3,3-difluoro-4-hydroxy-5-(hydroxymethyl)tetrahydrofuran-2-yl)pyrimidin-2(1H)-one